NC1=C(C(=NN1C1CCCC1)C1=CC=C(C=C1)C(C)NC(C1=C(C=CC=C1)OC)=O)C(=O)N 5-Amino-1-cyclopentyl-3-[4-[1-[(2-methoxybenzoyl)amino]ethyl]phenyl]pyrazole-4-carboxamide